(2E)-3-methylnon-2,6,8-trien-4-ol C\C(=C/C)\C(CC=CC=C)O